(S)-5-(iodomethyl)pyrrolidin-2-one IC[C@@H]1CCC(N1)=O